(S)-6-(5-amino-5,7-dihydrospiro[cyclopenta[b]pyridine-6,4'-piperidin]-1'-yl)-3-(1-phenylcyclopropyl)-1,5-dihydro-4H-pyrazolo[3,4-d]pyrimidin-4-one N[C@@H]1C=2C(=NC=CC2)CC12CCN(CC2)C=2NC(C1=C(N2)NN=C1C1(CC1)C1=CC=CC=C1)=O